[C@H](C)(CC)[C@@H]1N(C(C2=C(NC1=O)C=CC=C2)C)C(=O)N (3S)-3-((S)-sec-butyl)-5-methyl-2-oxo-1,2,3,5-tetrahydro-4H-benzo[e][1,4]Diazepine-4-carboxamide